ClC=1C(=C2C=NNC2=CC1C)C1CCC2=C(N=C(N=C2N2C[C@@H](N(CC2)C(=O)OC(C)(C)C)CC#N)S(=O)C)O1 tert-Butyl (2S)-4-(7-(5-chloro-6-methyl-1H-indazol-4-yl)-2-(methylsulfinyl)-6,7-dihydro-5H-pyrano[2,3-d]pyrimidin-4-yl)-2-(cyanomethyl)piperazine-1-carboxylate